(R)-2-((((9H-fluoren-9-yl)methoxy)carbonyl)amino)-3-oxo-3-(perfluorophenoxy)propane-1-sulfonic acid C1=CC=CC=2C3=CC=CC=C3C(C12)COC(=O)N[C@@H](CS(=O)(=O)O)C(OC1=C(C(=C(C(=C1F)F)F)F)F)=O